CC1(OC2=CC(=C3C(=C2C2C1CCC(=C2)C)OCOC3=O)CCCCC)C 8,8,11-Trimethyl-5-pentyl-8a,9,10,12a-tetrahydro-4H,8H-benzo[c][1,3]dioxino[4,5-f]chromen-4-on